FC=1C=C(CC2(CC2)C(=O)O)C=CC1 1-(3-fluorobenzyl)cyclopropane-1-carboxylic acid